The molecule is an acylcholine obtained by formal condensation of the carboxy group of hexadecanoic acid with the hydroxy group of choline. It derives from a hexadecanoic acid. CCCCCCCCCCCCCCCC(=O)OCC[N+](C)(C)C